[3-[2-(Dimethylamino)ethyl]-1-trimethylsilylindol-4-yl] bis(trimethylsilyl) phosphate P(=O)(OC1=C2C(=CN(C2=CC=C1)[Si](C)(C)C)CCN(C)C)(O[Si](C)(C)C)O[Si](C)(C)C